S(C)(=O)(=O)O.S(N)(=O)(=O)C1=C(N=C(S1)N(C(CC1=CC=C(C=C1)C1=NC=CC=C1)=O)C)C N-[5-(sulfamoyl)-4-methyl-1,3-thiazol-2-yl]-N-methyl-2-[4-(2-pyridyl)-phenyl]-acetamide mesylate